C(CCCCCCCCCCCCC)(=O)O.C(O)CN.C(O)CN.C(O)CN tri-ethanolamine myristate